N(N)C(=O)C1=CC=C(C(=O)N)C=C1 4-(hydrazinocarbonyl)benzamide